1-(3-(9H-pyrido[2,3-b]indol-9-yl)phenyl)-3-([1,1':3',1''-terphenyl]-2'-yl-2,2'',3,3'',4,4'',5,5'',6,6''-d10)-1H-benzo[d]imidazol-3-ium chloride [Cl-].N1=CC=CC2=C1N(C1=CC=CC=C21)C=2C=C(C=CC2)N2C=[N+](C1=C2C=CC=C1)C1=C(C=CC=C1C1=C(C(=C(C(=C1[2H])[2H])[2H])[2H])[2H])C1=C(C(=C(C(=C1[2H])[2H])[2H])[2H])[2H]